C1=CC=C2C(=C1)C=CN2N3C=CC4=CC=CC=C43 biindolyl